isoserine, serineO-methyl ester NCC(O)C(=O)OCN[C@@H](CO)C(=O)O